ClC1=CC(=C(C=C1C1=NN2C(C=N1)=CC=C2)NC(=O)N2[C@@H]1C[C@@H](C[C@]2(C1)C=1OC(=NN1)C)C)F (1S,3S,5R)-N-(4-chloro-2-fluoro-5-(pyrrolo[2,1-f][1,2,4]triazin-2-yl)phenyl)-3-methyl-1-(5-methyl-1,3,4-oxadiazol-2-yl)-6-azabicyclo[3.1.1]heptane-6-carboxamide